2-((2-(4-methylpiperazin-1-yl)benzyl)amino)-4-phenylbutanamide di-trifluoroacetate FC(C(=O)O)(F)F.FC(C(=O)O)(F)F.CN1CCN(CC1)C1=C(CNC(C(=O)N)CCC2=CC=CC=C2)C=CC=C1